C(C)C1(CC=CC(=C1C(C(=CC)C)=O)C)C 1-(6-ethyl-2,6-dimethylcyclohex-1,3-dien-1-yl)-2-methylbutan-2-en-1-one